tert-butyl (2-(2-(2-(2-(2-(1-methyl-1H-imidazol-5-yl)quinolin-4-yl)-1-(2-oxo-1,2,3,4-tetrahydroquinolin-6-yl)-1H-benzo[d]imidazole-5-carboxamido)ethoxy)ethoxy)ethyl)carbamate CN1C=NC=C1C1=NC2=CC=CC=C2C(=C1)C1=NC2=C(N1C=1C=C3CCC(NC3=CC1)=O)C=CC(=C2)C(=O)NCCOCCOCCNC(OC(C)(C)C)=O